N[C@@]1(CN(CC1)C1=NC(=CC(=C1)C=1C=C(C=CC1C)NC(=O)N1C[C@@H](CC1)CC(F)(F)F)N1CCOCC1)C (S)-N-(3-(2-((S)-3-amino-3-methylpyrrolidin-1-yl)-6-morpholinopyridin-4-yl)-4-methylphenyl)-3-(2,2,2-trifluoroethyl)pyrrolidine-1-carboxamide